ClC1=C2CC[C@]3(CCC=4C(=NC(=NC4[C@H]3F)SC)Cl)C2=CC=C1 (1S,8'S)-4,4'-dichloro-8'-fluoro-2'-(methylthio)-2,3,5',8'-tetrahydro-6'H-spiro[indene-1,7'-quinazoline]